N[C@@H](C)C=1N(C(C2=C(C=CC=C2C1)C#CC1CN(C(C1)=O)C)=O)C1=CC=CC=C1 3-((1S)-1-aminoethyl)-8-(2-(1-methyl-5-oxopyrrolidin-3-yl)ethynyl)-2-phenylisoquinoline-1-one